O=C(COC(=O)C1(CC1)C(F)(F)F)CC1=CC=NC=C1 2-Oxo-3-(pyridin-4-yl)propyl-1-(trifluoromethyl)cyclopropane-1-carboxylate